CN1N=CC(=C1)C1=CC=C2C(=N1)NC=C2C2=CC=1N(C=C2)N=CC1C(=O)NC=1C=NC=CC1 5-(6-(1-methyl-1H-pyrazol-4-yl)-1H-pyrrolo[2,3-b]pyridin-3-yl)-N-(pyridin-3-yl)pyrazolo[1,5-a]pyridine-3-carboxamide